F[C@H]1C2CC[C@@H](CC1)N2 (2R,3S,5S)-2-fluoro-8-azabicyclo[3.2.1]octan